ON1C(N(C2=C1C=C(C=C2)C(F)(F)F)C)C2=C(C=CC(=N2)C(=O)N)C(=O)OC N'-hydroxy-5-methoxycarbonyl-6-[1-methyl-5-(trifluoromethyl)benzimidazol-2-yl]pyridine-2-carboxamide